ClC1=C(N=C(NC1=O)C1=C(N=CS1)C)N1C(CNCC1)C(F)F 5-chloro-4-[2-(difluoromethyl)piperazin-1-yl]-2-(4-methylthiazol-5-yl)-1H-pyrimidin-6-one